CC=1C=C(N)C=CC1OC1CCN(CC1)C 3-methyl-4-((1-methylpiperidine-4-yl)oxy)aniline